C1(CC1)C1=CC(=NN1C1OCCCC1)N(C(OC(C)(C)C)=O)C1=CC2=C(C(=NO2)N(CC2=CC=C(C=C2)OC)S(=O)(=O)C2=C(C=C(C=C2OC)C(COC)=O)OC)C=C1OC tert-butyl [5-cyclopropyl-1-(oxan-2-yl)-1H-pyrazol-3-yl](3-{[2,6-dimethoxy-4-(methoxyacetyl)benzene-1-sulfonyl][(4-methoxyphenyl)methyl]amino}-5-methoxy-1,2-benzoxazol-6-yl)carbamate